FC(C1=NC(=NC(=N1)C(F)F)N1[C@H](C=2NC3=CC=C(C=C3C2CC1)Cl)C[C@H](C)OC)F (1S)-2-[4,6-bis(difluoromethyl)-1,3,5-triazin-2-yl]-6-chloro-1-[(2S)-2-methoxypropyl]-2,3,4,9-tetrahydro-1H-pyrido[3,4-b]indole